ClC1=CC=C(C=C1)NC([C@@H](C)C1CC2(CN(C2)C2=NOC(=C2)C)C1)=O (S)-N-(4-chlorophenyl)-2-(2-(5-methylisoxazol-3-yl)-2-azaspiro[3.3]heptan-6-yl)propanamide